Ethylen-Propylenether C1CCC(C)O1